BrC=1C=C2C=C(C(OC2=CC1)=O)C1=NC(=C(C#N)C(=C1)C1=CC(=CC=C1)Br)OC 6-(6-bromo-2-oxo-2H-chromen-3-yl)-4-(3-bromophenyl)-2-methoxynicotinonitrile